2-chloro-8-fluoro-N-(4-nitrophenyl-ethyl)quinolin-4-amine ClC1=NC2=C(C=CC=C2C(=C1)NCCC1=CC=C(C=C1)[N+](=O)[O-])F